(R)-1-methyl-3-(1-methyl-2-oxo-5-(trifluoromethyl)-1,2-dihydropyridin-3-yl)-1-(3-(3-((tetrahydrofuran-3-yl)oxy)-1H-pyrazolo[3,4-b]pyridin-5-yl)bicyclo[1.1.1]pent-1-yl)urea CN(C(=O)NC=1C(N(C=C(C1)C(F)(F)F)C)=O)C12CC(C1)(C2)C=2C=C1C(=NC2)NN=C1O[C@H]1COCC1